C(C)(C)(C)C=1C=C2C=3C=CC=CC3NC2=CC1 6-tertiary butyl-carbazole